(Z)-3,7,11-trimethyldodec-6,10-dien-1-yn-3-ol CC(C#C)(CC\C=C(/CCC=C(C)C)\C)O